CC1(CC(CCC1)N)N 4-methyl-2,4-diaminocyclohexane